C1(=CC=CC=C1[2H])O[2H] Benzene-6-d-ol-d